BrC=1C=C(C2=C(C(=CO2)COC2=C(C=CC=C2)CC(=O)OCC)C1)CN1CCOCC1 ethyl 2-(2-((5-bromo-7-(morpholinomethyl)benzofuran-3-yl)methoxy)phenyl)acetate